2-[5,8-dioxo-phenyl-6-(propan-2-yl)-5,6,7,8-tetrahydro-4H-pyrazolo[1,5-a]pyrrolo[3,4-d]pyrimidin-4-yl]-N-(5-fluoropyridin-2-yl)acetamide O=C1CC=CC(=C1)C1=NN2C(N(C3=C(C2=O)CN(C3)C(C)C)CC(=O)NC3=NC=C(C=C3)F)=C1